C(C(C)C)OC1=NN(C=C1)C1=CC=C(C(=N1)N1C(C[C@@H](C1)C)(C)C)C(=O)NS(=O)(=O)C=1C(NC=CC1)=O 6-(3-Isobutoxypyrazol-1-yl)-N-[(2-oxo-1H-pyridin-3-yl)sulfonyl]-2-[(4S)-2,2,4-trimethylpyrrolidin-1-yl]pyridin-3-carboxamid